(2E)-3-(furan-2-yl)prop-2-enoic acid O1C(=CC=C1)/C=C/C(=O)O